tert-Butyl {(2R)-1-[2-{(2E)-2-[(3-methylphenyl)methylidene] hydrazinyl}-4-(morpholin-4-yl)-5,7-dihydro-6H-pyrrolo[3,4-d]pyrimidin-6-yl]-1-oxopropan-2-yl}carbamate CC=1C=C(C=CC1)\C=N\NC=1N=C(C2=C(N1)CN(C2)C([C@@H](C)NC(OC(C)(C)C)=O)=O)N2CCOCC2